2-(methyl(5-nitrothiazol-2-yl)carbamoyl)phenylacetate CN(C(=O)C1=C(C=CC=C1)CC(=O)[O-])C=1SC(=CN1)[N+](=O)[O-]